(Z)-eicos-13-en-10-one CCCCCCCCCC(CC\C=C/CCCCCC)=O